ClC1=C(C2=C(NC(OC23CN(CCC3)C(=O)C3=NC(=NN3)\C(=C/OC)\C3=CC=CC=C3)=O)C=C1)F (Z)-6-chloro-5-fluoro-1'-(3-(2-methoxy-1-phenylvinyl)-1H-1,2,4-triazole-5-carbonyl)spiro[benzo[d][1,3]oxazin-4,3'-piperidin]-2(1H)-one